CO[C@@H](CN(CC[C@@H](C(=O)O)NC1=CC=NN1C)CCCCC1=NC=2NCCCC2C=C1)C (S)-4-(((R)-2-methoxypropyl)(4-(5,6,7,8-tetrahydro-1,8-naphthyridin-2-yl)butyl)amino)-2-((1-methyl-1H-pyrazol-5-yl)amino)butanoic acid